FC1=C(C2=C(C=CO2)C=C1)C=O 6-fluorobenzofuran-7-carbaldehyde